7-(benzyloxy)-8-fluoro-2-(methylsulfonyl)benzo[d][1,2,3]diazaborinin-1(2H)-ol C(C1=CC=CC=C1)OC=1C=CC2=C(B(N(N=C2)S(=O)(=O)C)O)C1F